NC1=C(C2=C(N=C(N=C2)C2=CC=C(C=C2)C(N)=O)N1C1=C(C(=CC=C1C)O)C)C(=O)N 6-amino-2-(4-carbamoylphenyl)-7-(3-hydroxy-2,6-dimethylphenyl)-7H-pyrrolo[2,3-d]pyrimidine-5-carboxamide